6-(3,4-Dimethylphenyl)-N-[(2R)-3-methylbutan-2-yl]-4-oxo-3-(propan-2-yl)-4,5-dihydropyrazolo-[1,5-a]pyrazine-2-carboxamide CC=1C=C(C=CC1C)C=1NC(C=2N(C1)N=C(C2C(C)C)C(=O)N[C@H](C)C(C)C)=O